N2-(2-(Dimethylamino)ethyl)-N2-methylpyridine-2,5-diamine CN(CCN(C1=NC=C(C=C1)N)C)C